[N+](=O)([O-])C1=CC=C(C(=O)[O-])C=C1.[NH4+] ammonium p-nitrobenzoate salt